butyl [(2S)-1-{[(R*)-[(3-{[4-(4-fluoro-2-methoxyphenyl)-1,3,5-triazin-2-yl]amino}phenyl) methyl](methyl)oxo-lambda6-sulfanylidene]amino}-3-methyl-1-oxobutan-2-yl]carbamate FC1=CC(=C(C=C1)C1=NC(=NC=N1)NC=1C=C(C=CC1)C[S@](=O)(C)=NC([C@H](C(C)C)NC(OCCCC)=O)=O)OC |o1:21|